3-amino-5'-chloro-2',4'-difluoro-2-iodo-6-(trifluoromethyl)-[1,1'-biphenyl]-4-carboxylic acid NC=1C(=C(C(=CC1C(=O)O)C(F)(F)F)C1=C(C=C(C(=C1)Cl)F)F)I